FC1=C2CN(CC2=C(C=C1)OC1CCNCC1)C1=C(C(NN=C1)=O)C(F)(F)F 5-[4-fluoro-7-(piperidin-4-yloxy)-2,3-dihydro-1H-isoindol-2-yl]-4-(trifluoromethyl)-2,3-dihydropyridazin-3-one